tert-butyl 6-bromo-2-methyl-1H-benzo[d]imidazole-1-carboxylate BrC=1C=CC2=C(N(C(=N2)C)C(=O)OC(C)(C)C)C1